(E)-2',3,4,6'-Tetramethoxy-4'-[[6-O-(alpha-L-rhamnopyranosyl)-beta-D-glucopyranosyl]oxy]chalcone COC1=C(C(/C=C/C2=CC(=C(C=C2)OC)OC)=O)C(=CC(=C1)O[C@H]1[C@H](O)[C@@H](O)[C@H](O)[C@H](O1)CO[C@H]1[C@H](O)[C@H](O)[C@@H](O)[C@@H](O1)C)OC